1-phenyl-5,5-dimethyl-2,4-hexanedione C1(=CC=CC=C1)CC(CC(C(C)(C)C)=O)=O